1-[2-ethoxy-4-(hydroxymethyl)-3-methylphenyl]ethan-1-one C(C)OC1=C(C=CC(=C1C)CO)C(C)=O